N1(CCOCC1)C1=NC(=CC(=N1)C=1C(=CC(=NC1)N)C(F)(F)F)N1CCOCC1 5-[2,6-di(4-morpholinyl)-4-pyrimidinyl]-4-(trifluoromethyl)-2-pyridinamine